COCCOS(=O)(=O)C1=CC=C(C)C=C1 p-toluenesulfonic acid (2-methoxyethyl) ester